C(C)(CC)NC(\C(=C\C=1SC=C(C1)C1=CC=CC2=CC=CC=C12)\C#N)=O (E)-N-(sec-butyl)-2-cyano-3-(4-(naphthalen-1-yl)thiophen-2-yl)acrylamide